N-(3-aminopropyl)-2-[(3-methylphenyl)methoxy]-N-(thiophen-2-ylmethyl)benzamide NCCCN(C(C1=C(C=CC=C1)OCC1=CC(=CC=C1)C)=O)CC=1SC=CC1